N-(quinolin-8-yl)thiophene-3-carboxamide N1=CC=CC2=CC=CC(=C12)NC(=O)C1=CSC=C1